C1N(CC2=CC=CC=C12)CC=1C=CC(=C(C#N)C1)N1N=C2C=CC(=CC2=C1)S(=O)(=O)C 5-(isoindolin-2-ylmethyl)-2-(5-(methylsulfonyl)-2H-indazol-2-yl)benzonitrile